BrCCC1=CN(C2=CC(=CC=C12)Br)S(=O)(=O)C1=CC=C(C)C=C1 2-bromo-1-(6-bromo-1-tosyl-1H-indol-3-yl)ethan